COC(CCSC1=C2CCN(C2=CC=C1)C(=O)OC(C)(C)C)=O Tert-Butyl 4-((3-methoxy-3-oxopropyl)thio)indoline-1-carboxylate